O1C=2C(CCC1)=CSC2C(=O)[O-] 3,4-dihydro-2H-thieno[3,4-b]pyran-7-carboxylate